C(=O)[C@@H]1N([C@@H](CC1)C)C(=O)OCCCC butyl (2R,5R)-2-formyl-5-methylpyrrolidine-1-carboxylate